NC1CCC2=CC=C(C=C12)NC(C=C)=O N-(3-amino-2,3-dihydro-1H-inden-5-yl)acrylamide